tert-butyl N-(6-bromo-2-methyl-3-pyridyl)carbamate BrC1=CC=C(C(=N1)C)NC(OC(C)(C)C)=O